FC=1C=CC=C2[C@@H](N(C(=NC12)N1CCN(CC1)C1=CC(=CC=C1)OC)C1=C(C=CC(=C1)C(F)(F)F)OC)CC(=O)[O-] (S)-{8-fluoro-2-[4-(3-methoxyphenyl)piperazin-1-yl]-3-[2-methoxy-5-(Trifluoromethyl)phenyl]-3,4-dihydroquinazolin-4-yl}acetate